CS(=O)(=O)C1=NC=C(C=N1)C#CCCCCN[C@@H](C(C)C)C(=O)O (6-(2-(methylsulfonyl)pyrimidin-5-yl)hex-5-ynyl)-L-valine